tert-butyl-2-(6-(((tert-butyldiphenylsilyl)oxy)methyl)tetrahydro-2H-pyran-3-yl)hydrazine C(C)(C)(C)NNC1COC(CC1)CO[Si](C1=CC=CC=C1)(C1=CC=CC=C1)C(C)(C)C